BrC=1C(=C(C(F)(F)F)C=CC1)N 3-bromo-2-aminotrifluorotoluene